C(C)(C)C1=CC=C(C=C1)NN 2-p-isopropylphenylhydrazine